2-chloro-N-(7-(8-ethyl-2-(((1S,2S)-2-hydroxycyclohexyl)amino)quinazolin-6-yl)pyrrolo[2,1-f][1,2,4]triazin-4-yl)benzenesulfonamide ClC1=C(C=CC=C1)S(=O)(=O)NC1=NC=NN2C1=CC=C2C=2C=C1C=NC(=NC1=C(C2)CC)N[C@@H]2[C@H](CCCC2)O